N1[C@H](C1)C(=O)N1CN(C[C@@H]1CC#N)C=1C2=C(N=C(N1)OC[C@H]1N(CCC1)C)CN(CC2)C2=CC=CC1=CC=CC(=C21)C 2-((S)-3-((R)-aziridine-2-carbonyl)-1-(7-(8-methylnaphthalen-1-yl)-2-(((S)-1-methylpyrrolidin-2-yl)methoxy)-5,6,7,8-tetrahydropyrido[3,4-d]pyrimidin-4-yl)imidazolidin-4-yl)acetonitrile